CC1=C(C(=CC=C1)C)N=C(C[Si](CCCCCCCC)(C)C)C1=NC(=CC=C1)C(C[Si](CCCCCCCC)(C)C)=NC1=C(C=CC=C1C)C 2,6-Bis(1-(2,6-dimethylphenylimino)-2-(dimethyloctylsilyl)ethyl)pyridine